C(C)OC(=O)C=1C(=NC(=NC1)Cl)NC1CC(CCC1)O[Si](C1=CC=CC=C1)(C1=CC=CC=C1)C(C)(C)C ((3-((tert-butyldiphenylsilyl)oxy)cyclohexyl)amino)-2-chloropyrimidine-5-carboxylic acid ethyl ester